1,1,1-trichloro-2,2,2-trifluoroethane ClC(C(F)(F)F)(Cl)Cl